C(C)(C)(C)OC(=O)N1CC(N(CC1)C(=S)C1=C(C(=C(C(=C1)Cl)C1=CC(=CC2=CC=CC=C12)OC)F)N)C(F)F 4-(2-amino-5-chloro-3-fluoro-4-(3-methoxynaphthalen-1-yl)phenylthiocarbonyl)-3-(difluoromethyl)piperazine-1-carboxylic acid tert-butyl ester